ruthenium-yttrium [Y].[Ru]